Methyl 7-bromo-8-oxo-1,3,4,8-tetrahydropyrido[2,1-c][1,4]oxazine-9-carboxylate BrC=1C(C(=C2COCCN2C1)C(=O)OC)=O